Propylenglycol monomethyl ether COCC(C)O